Cyano-3-cyclopropyl-2-(2-hydroxyethyl)benzoic acid C(#N)C1=C(C(=C(C(=O)O)C=C1)CCO)C1CC1